7-bromo-1-methyl-1,3-dihydro-2H-benzo[d]imidazole-2-one BrC1=CC=CC2=C1N(C(N2)=O)C